2-chloro-5,6,7,8-tetrahydroquinoline-3-carbonitrile ClC1=NC=2CCCCC2C=C1C#N